5-Chloro-7-(1-methyl-1H-pyrazol-4-yl)quinazoline ClC1=C2C=NC=NC2=CC(=C1)C=1C=NN(C1)C